O1CCN(CC1)C(C)C1=CC=C(O1)C(C(C)NNC(NCC)=S)NNC(NCC)=S 2,2'-(1-(5-(1-morpholinoethyl)furan-2-yl)propane-1,2-diyl)bis(N-ethylhydrazine-1-thiocarboxamide)